C1(CCCC1)C1=NC2=NC=NC(=C2N1C)C(=O)NCC1=CC(=CC(=C1)NC1=CC=C(C=C1)OC)F 8-cyclopentyl-N-(3-fluoro-5-((4-methoxyphenyl)amino)benzyl)-7-methyl-7H-purine-6-carboxamide